COC(N(OC)C1=C(C=CC=C1)COC1=NN(C(=C1C)C1=CC=CC=C1)C)=O N-[2-[(1,4-dimethyl-5-phenylpyrazol-3-yl)oxymethyl]phenyl]-N-methoxycarbamic acid methyl ester